C(C)(C)OC1=CC(=NC2=C(N=CC=C12)C=1N(N=CC1)C1OCCCC1)N1[C@@H](COCC1)C 4-isopropoxy-2-((R)-3-methylmorpholin-4-yl)-8-[2-(tetrahydropyran-2-yl)-2H-pyrazol-3-yl]-[1,7]Naphthyridine